COOC1=CC=C2C=CNC2=C1 6-methoxyoxyindole